N1=CC=C(C=C1)C1=NOC(=N1)N1CCC(CC1)C(=O)OC(C)(C)C Tert-butyl 1-(3-(pyridin-4-yl)-1,2,4-oxadiazol-5-yl)piperidine-4-carboxylate